4-Hydroxy-3-nitrobenzaldehyd OC1=C(C=C(C=O)C=C1)[N+](=O)[O-]